N-[1,1'-biphenyl]-2-yl-2-[[2-(3,4-dimethoxyphenyl)ethyl]amino]-propionamide C1(=C(C=CC=C1)NC(C(C)NCCC1=CC(=C(C=C1)OC)OC)=O)C1=CC=CC=C1